C(C=C)(=O)N1C[C@@H](CCC1)NC1=C(C2=C(C(=N1)NC1=C(C=C(C=C1)N1CCOCC1)F)C(NC2)=O)F (R)-6-((1-acryloylpiperidine-3-yl)amino)-7-fluoro-4-((2-fluoro-4-morpholinophenyl)amino)-1,2-dihydro-3H-pyrrolo[3,4-c]pyridin-3-one